5-(8-amino-6-methylimidazo[1,2-a]pyrazin-3-yl)-2-chloro-N-((1r,4r)-4-hydroxy-4-methylcyclohexyl)benzenesulfonamide NC=1C=2N(C=C(N1)C)C(=CN2)C=2C=CC(=C(C2)S(=O)(=O)NC2CCC(CC2)(C)O)Cl